3-(pyridin-2-yl)-1-((2-(trimethylsilyl)ethoxy)methyl)-1H-pyrazol-4-amine N1=C(C=CC=C1)C1=NN(C=C1N)COCC[Si](C)(C)C